1,1,1,3,3,3-Hexafluoropropan-2-yl (±)-1-((6-acetamidopyridin-3-yl)carbamoyl)-6-azaspiro[2.5]octan-6-carboxylat C(C)(=O)NC1=CC=C(C=N1)NC(=O)[C@@H]1CC12CCN(CC2)C(=O)OC(C(F)(F)F)C(F)(F)F |r|